C(C)(=O)N1[C@H](C[C@@H](C1)C1=CC(=C(C=C1)OC(F)F)OCC1CC1)C(=O)NC=1C=C2CNC(C2=CC1)=O (2R,4R)-1-acetyl-4-(3-(cyclopropylmethoxy)-4-(difluoromethoxy)phenyl)-N-(1-oxoisoindolin-5-yl)pyrrolidine-2-carboxamide